OC=1N=NC(=CC1C(=O)O)C 3-hydroxy-6-methyl-pyridazine-4-carboxylic acid